3-Butylheptyl 8-((8-(heptadecan-9-yloxy)-8-oxooctyl)(3-(tetrahydrofuran-2-carboxamido)propyl)amino)octanoate CCCCCCCCC(CCCCCCCC)OC(CCCCCCCN(CCCCCCCC(=O)OCCC(CCCC)CCCC)CCCNC(=O)C1OCCC1)=O